(5R,8S)-8-(aminomethyl)-N-(2,4-dichlorobenzyl)-5-fluoro-8-hydroxy-5,6,7,8-tetrahydroquinoline-5-carboxamide NC[C@]1(CC[C@@](C=2C=CC=NC12)(C(=O)NCC1=C(C=C(C=C1)Cl)Cl)F)O